The molecule is an organic cation that is the conjugate acid of macrocin, obtained by protonation of the tertiary amino group; major species at pH 7.3. It is an organic cation and an ammonium ion derivative. It is a conjugate acid of a macrocin. CC[C@@H]1[C@H](/C=C(/C=C/C(=O)[C@@H](C[C@@H]([C@@H]([C@H]([C@@H](CC(=O)O1)O)C)O[C@H]2[C@@H]([C@H]([C@@H]([C@H](O2)C)O[C@H]3C[C@@]([C@H]([C@@H](O3)C)O)(C)O)[NH+](C)C)O)CC=O)C)\\C)CO[C@H]4[C@@H]([C@@H]([C@@H]([C@H](O4)C)O)O)OC